COC1=NC=C(C(=N1)OC)C1=CC=2C(=NC=C(C2N2CC(CC2)OCCN2CCCCC2)C#N)S1 2-(2,4-Dimethoxypyrimidin-5-yl)-4-[3-[2-(1-piperidyl)ethoxy]pyrrolidin-1-yl]thieno[2,3-b]pyridine-5-carbonitrile